C(C)(C)(C)OC(=O)N1C2CN(C(C1)CC2)CC2=C(N=C1N2C=CC=C1)C1=NC=C(C=C1)Cl tert-butyl-5-{[2-(5-chloropyridin-2-yl)imidazo-[1,2-a]pyridin-3-yl]methyl}-2,5-diazabicyclo[2.2.2]-octane-2-carboxylate